methyl 7-chloro-5-(7-(difluoromethyl)-6-(1-methyl-1H-pyrazol-4-yl)-3,4-dihydroquinolin-1(2H)-yl)-1-methyl-1H-indole-3-carboxylate ClC=1C=C(C=C2C(=CN(C12)C)C(=O)OC)N1CCCC2=CC(=C(C=C12)C(F)F)C=1C=NN(C1)C